OC1(CC(C1)C(=O)O)C (1s,3s)-3-Hydroxy-3-methylcyclobutanecarboxylic acid